C(C1=CC=CC=C1)OC1=NC(=CC=C1C1=NC(=C(C=C1)N1C[C@@H](CC1)CO)C)OCC1=CC=CC=C1 (R)-(1-(2',6'-bis(benzyloxy)-6-methyl-[2,3'-bipyridin]-5-yl)pyrrolidin-3-yl)methanol